FC(OC1=C(C(=O)O)C=CC=C1)(F)F Trifluoromethoxybenzoic acid